C1(=CC=CC2=CC=CC(=C12)C(=O)O)C1=CC=CC2=CC=CC(=C12)C(=O)O 1,1'-binaphthyl-8,8'-dicarboxylic acid